2-chloro-4-(triphenylmethoxy)butanal ClC(C=O)CCOC(C1=CC=CC=C1)(C1=CC=CC=C1)C1=CC=CC=C1